ClC=1C=C(C=NC1C1=C(C=C(C(=C1)C1=NOC(C1)(C)C(=O)OCC)Cl)F)B(O)O [5-chloro-6-[4-chloro-5-(5-ethoxycarbonyl-5-methyl-4H-isoxazol-3-yl)-2-fluoro-phenyl]-3-pyridyl]boronic acid